P(=O)(OCCCCCCCCCCCCCCCC)(OCCCCCCCCCCCCCCCC)[O-] di(n-hexadecyl) phosphate